(R)-6-chloro-N-isopropyl-3-((1-(2-(2-methoxypyridin-4-yl)-3,6-dimethyl-4-oxo-4H-chromen-8-yl)ethyl)amino)picolinamide ClC1=CC=C(C(=N1)C(=O)NC(C)C)N[C@H](C)C=1C=C(C=C2C(C(=C(OC12)C1=CC(=NC=C1)OC)C)=O)C